N-((4-(3-acetamidoazetidin-1-yl)-1-(4-(trifluoromethoxy)phenyl)-1H-pyrazolo[3,4-b]pyridin-3-yl)methyl)acrylamide C(C)(=O)NC1CN(C1)C1=C2C(=NC=C1)N(N=C2CNC(C=C)=O)C2=CC=C(C=C2)OC(F)(F)F